N-(1-(8-bromo-6-cyclopropylimidazo[1,2-a]pyridin-2-yl)ethyl)-N,2-dimethylpropane-2-sulfinamide BrC=1C=2N(C=C(C1)C1CC1)C=C(N2)C(C)N(S(=O)C(C)(C)C)C